2-[3-[1-(4-fluoro-3-methyl-phenyl)-2-isopropyl-4-methoxy-indol-3-yl]cyclohexyl]acetic acid FC1=C(C=C(C=C1)N1C(=C(C2=C(C=CC=C12)OC)C1CC(CCC1)CC(=O)O)C(C)C)C